ethyl 3-[3-[6-cyano-5-(trifluoromethyl)pyridin-3-yl]-5,5-dimethyl-4-oxo-2-thioxo-imidazolidin-1-yl]propanoate C(#N)C1=C(C=C(C=N1)N1C(N(C(C1=O)(C)C)CCC(=O)OCC)=S)C(F)(F)F